3-cyclohexanediethylamine C1(CC(CCC1)CCN)CCN